N-(5-(4-chloro-2-(4-(4-isopropylpiperazin-1-yl)phenyl)-1H-pyrrolo[2,3-b]pyridin-3-yl)-2-methylphenyl)acrylamide ClC1=C2C(=NC=C1)NC(=C2C=2C=CC(=C(C2)NC(C=C)=O)C)C2=CC=C(C=C2)N2CCN(CC2)C(C)C